CN(C1=NNC=C1)C (3R)-N,N-dimethylpyrazol-3-amine